(1R,5S)-6-[6-(2,8-dimethylimidazo[1,2-b]pyridazin-6-yl)-8-fluoro-[1,2,4]triazolo[1,5-a]pyridin-2-yl]-3-azabicyclo[3.1.0]hexane-3-carboxylic acid tert-butyl ester C(C)(C)(C)OC(=O)N1C[C@H]2C([C@H]2C1)C1=NN2C(C(=CC(=C2)C=2C=C(C=3N(N2)C=C(N3)C)C)F)=N1